octyl 3-hydroxy-5-methyl-6-(3-phenoxybenzyl)-2-propylisonicotinate OC1=C(C(=O)OCCCCCCCC)C(=C(N=C1CCC)CC1=CC(=CC=C1)OC1=CC=CC=C1)C